N-((1S,9S)-9-ethyl-5-fluoro-9-hydroxy-10,13-dioxo-2,3,9,10,13,15-hexahydro-1H,12H-benzo[de]pyrano[3',4':6,7]indolizino[1,2-b]quinolin-1-yl)-3-hydroxy-2,2-dimethylpropanamide C(C)[C@]1(C(OCC=2C(N3CC=4C(=NC=5C=C(C=C6C5C4[C@H](CC6)NC(C(CO)(C)C)=O)F)C3=CC21)=O)=O)O